2-chloro-4-[[2-(pyridin-3-yl)ethyl]amino]pyrimidin-5-carboxamide ClC1=NC=C(C(=N1)NCCC=1C=NC=CC1)C(=O)N